C1(=C(C=CC=C1)C(CNCC=1SC(=CC1)Cl)O)C1=CC=CC=C1 1-([1,1'-Biphenyl]-2-yl)-2-(((5-chlorothiophen-2-yl)methyl)amino)ethan-1-ol